2-chloro-N-(5-methyl-2-propoxyphenyl)acetamide ClCC(=O)NC1=C(C=CC(=C1)C)OCCC